1-[2-methoxy-4-(trifluoromethyl)phenyl]imidazo[1,5-d][1,2,4]triazine-4-thiol COC1=C(C=CC(=C1)C(F)(F)F)C=1C=2N(C(=NN1)S)C=NC2